8-(6-((3S,4R)-4-(4-amino-5-chloro-2-methoxybenzamido)-3-methoxypiperidin-1-yl)-5-methylhexanamido)octanoic acid NC1=CC(=C(C(=O)N[C@H]2[C@H](CN(CC2)CC(CCCC(=O)NCCCCCCCC(=O)O)C)OC)C=C1Cl)OC